(E)-1-(3-(tetrahydrothiophen-3-yl)oxy-4-difluoromethoxystyryl)-2,6-dimethylpyridin-4(1H)-one S1CC(CC1)OC=1C=C(/C=C/N2C(=CC(C=C2C)=O)C)C=CC1OC(F)F